ClC1=CC(=C(C=C1)S(=O)(=O)N[C@@H](C(O)C1=C(C(=CC=C1F)C)C)C=1OC(NN1)=O)OC 4-chloro-N-((1S)-2-(6-fluoro-2,3-dimethylphenyl)-2-hydroxy-1-(5-oxo-4,5-dihydro-1,3,4-oxadiazol-2-yl)ethyl)-2-methoxybenzenesulfonamide